ribose phosphate P(=O)(O)(O)O.O=C[C@H](O)[C@H](O)[C@H](O)CO